(1R,3S)-1-(5-bromo-2-fluorobenzyl)-3-(methylsulfonamido)cyclopentane-1-carboxamide BrC=1C=CC(=C(C[C@]2(C[C@H](CC2)NS(=O)(=O)C)C(=O)N)C1)F